C(N)(=O)C1=CC(=C(OCC=2C3=C(SC2C(=O)OC(C)OC(=O)OC(C)C)C=CC=C3Cl)C(=C1)F)F 1-((Isopropoxycarbonyl)oxy)ethyl 3-((4-carbamoyl-2,6-difluorophenoxy)methyl)-4-chlorobenzo[b]thiophene-2-carboxylate